2-[tert-butyl-(dimethyl)silyl]oxy-4-(p-toluenesulfonyloxy)butanoic acid methyl ester COC(C(CCOS(=O)(=O)C1=CC=C(C)C=C1)O[Si](C)(C)C(C)(C)C)=O